C(CCCCCCCC)OCOCC\C=C/CC[Li] (3Z)-6-(nonanyloxymethoxy)-3-hexenyllithium